CN1N=C2C=CC=C(C2=C1)C1=NN(C2=C(C=CC=C12)C)C=1C=CC(=NC1)N1CCC(CC1)(C(=O)O)C 1-(5-{2',7-dimethyl-1H,2'H-[3,4'-biindazol]-1-yl}pyridin-2-yl)-4-methylpiperidine-4-carboxylic acid